OC1=C(C=CC2=C1CCO2)C=2C(N(C(=NN2)N[C@H]2CN(CCC2)CCO)C)=O (R)-6-(4-hydroxy-2,3-dihydrobenzofuran-5-yl)-3-((1-(2-hydroxyethyl)piperidin-3-yl)amino)-4-methyl-1,2,4-triazin-5(4H)-one